C(C)S(=O)(=O)C=1C=CC(=NC1C1=NC2=C(C=NC(=C2)C(F)(F)F)N1C)NC(C(C)C)=O N-{5-(Ethylsulfonyl)-6-[3-methyl-6-(trifluoromethyl)-3H-imidazo[4,5-c]pyridin-2-yl]pyridin-2-yl}-2-methylpropanamide